iso-propyl tert-butyl carbonate C(OC(C)C)(OC(C)(C)C)=O